3-(1H-1,2,3-Triazol-5-yl)-1-(3-(4-(1-(trifluoromethyl)cyclopropyl)phenyl)azetidin-1-yl)propan-1-one N1N=NC=C1CCC(=O)N1CC(C1)C1=CC=C(C=C1)C1(CC1)C(F)(F)F